O1C[C@H](CC1)NC1=NC(=CC(=N1)C=1C=C(C#N)C=CC1)C=1N=NN(C1)CC1=NC(=CC=C1)COC m-{2-[(S)-tetrahydrofuran-3-ylamino]-6-(1-{[6-(methoxymethyl)-2-pyridinyl]methyl}-1H-1,2,3-triazol-4-yl)-4-pyrimidinyl}benzonitrile